3-[3-(2-Chloro-6-methyl-4-pyridyl)-5-[(3S)-pyrrolidin-3-yl]oxy-pyrazolo[1,5-a]pyrimidin-2-yl]benzonitrile ClC1=NC(=CC(=C1)C=1C(=NN2C1N=C(C=C2)O[C@@H]2CNCC2)C=2C=C(C#N)C=CC2)C